ClC=1C=C2C3=C(NC2=CC1)C(N(CC3)C3=NC(=NC(=N3)C)C)CC3CCOCC3 6-chloro-2-(4,6-dimethyl-1,3,5-triazin-2-yl)-1-[(oxan-4-yl)methyl]-2,3,4,9-tetrahydro-1H-pyrido[3,4-b]indole